C(=O)C=1N=NN(C1)C1=CC(=C(C(=N1)OC)C#N)C 6-(4-formyl-1H-1,2,3-triazol-1-yl)-2-methoxy-4-methylpyridine-3-carbonitrile